Cl.FC1C[C@@H](NC1)C (2S)-4-fluoro-2-methylpyrrolidine hydrochloride